(1R,2S,3R)-N-[7-chloro-6-[4-((3R,4R)-4-hydroxy-3-methyl-tetrahydrofuran-3-yl)piperazin-1-yl]-3-isoquinolyl]-2-ethyl-3-(1-methylpyrazol-3-yl)cyclopropanecarboxamide ClC1=C(C=C2C=C(N=CC2=C1)NC(=O)[C@@H]1[C@H]([C@H]1C1=NN(C=C1)C)CC)N1CCN(CC1)[C@@]1(COC[C@@H]1O)C